C(C)(C)(C)OC(=O)N1C[C@@H](N(CC1)C=1C2=C(N(C(N1)=O)C=1C(=NC=CC1C)C(C)C)N=C(C(=C2)Cl)C2=C(C(=CC=C2)C)OC)C (S)-4-(6-chloro-1-(2-isopropyl-4-methylpyridin-3-yl)-7-(2-methoxy-3-methylphenyl)-2-oxo-1,2-dihydropyrido[2,3-d]pyrimidin-4-yl)-3-methylpiperazine-1-carboxylic acid tert-butyl ester